(2,6-Dichloropyridin-4-yl)methyl N-methyl-L-serinate hydrochloride Cl.CN[C@@H](CO)C(=O)OCC1=CC(=NC(=C1)Cl)Cl